di((2-bromoethyl)amino)phosphinic acid 6-([1,1'-biphenyl]-3-yloxy)-5-nitro-2,3-dihydro-1H-inden-1-yl ester C1(=CC(=CC=C1)OC1=C(C=C2CCC(C2=C1)OP(=O)(NCCBr)NCCBr)[N+](=O)[O-])C1=CC=CC=C1